(R)-N-(3-(1-((2-amino-5-(1-ethyl-1H-pyrazol-4-yl)pyridin-3-yl)oxy)ethyl)phenyl)-3-(dimethyl-amino)benzamide NC1=NC=C(C=C1O[C@H](C)C=1C=C(C=CC1)NC(C1=CC(=CC=C1)N(C)C)=O)C=1C=NN(C1)CC